(6-methoxy-5-methyl-1H-indol-2-yl)methanamine COC1=C(C=C2C=C(NC2=C1)CN)C